tert-butyl 3-[2-(2,2,2-trifluoroacetyl)-3,4-dihydro-1H-isoquinolin-6-yl]propanoate FC(C(=O)N1CC2=CC=C(C=C2CC1)CCC(=O)OC(C)(C)C)(F)F